C1=CC=C2C=CC=C3OC=4C=CC(=CC4C1=C23)B(O)O benzo[kl]xanthen-10-ylboronic acid